C(#N)C=1C(=NC(=CC1N1C(C(C1)N1CCN(CC1)C(=O)OC(C)(C)C)C)N1CCC(CC1)C1=C(C=NN1C)C)C(F)(F)F tert-butyl 4-(1-(3-cyano-6-(4-(1,4-dimethyl-1H-pyrazol-5-yl)piperidin-1-yl)-2-(trifluoromethyl)pyridin-4-yl)-2-methylazetidin-3-yl)piperazine-1-carboxylate